6-(6-[[(1S,2S,3R,5R)-2-fluoro-8-azabicyclo[3.2.1]oct-3-yl](methyl)amino]-1,2,4-triazin-3-yl)-7-hydroxy-2-methylphthalazin-1-one F[C@H]1[C@@H]2CC[C@H](C[C@H]1N(C1=CN=C(N=N1)C=1C=C3C=NN(C(C3=CC1O)=O)C)C)N2